C1=CC=CC=2C3=CC=CC=C3C(C12)COC(=O)N([C@H](C(=O)OC(C)(C)C)CC1=C(C=C(C=C1)OC)F)C tert-butyl (S)-2-((((9H-fluoren-9-yl)methoxy)carbonyl)(methyl)amino)-3-(2-fluoro-4-methoxyphenyl)propanoate